methyl 4-[[5-(2-methoxyethoxymethyl)-3-pyridyl]sulfinyl]benzoate COCCOCC=1C=C(C=NC1)S(=O)C1=CC=C(C(=O)OC)C=C1